N-(methyl-(oxo)(p-tolyl)-lambda6-sulfanylidene)-4-(5-(trifluoromethyl)-1,2,4-oxadiazol-3-yl)benzamide CS(=NC(C1=CC=C(C=C1)C1=NOC(=N1)C(F)(F)F)=O)(C1=CC=C(C=C1)C)=O